trimethyl-((4-methylnaphthalene-1-yl)methyl)stannane C[Sn](CC1=CC=C(C2=CC=CC=C12)C)(C)C